COC1=C(C(=CC=C1)OC)C1=CNC2=NC(=CC=C21)NC(=O)[C@H]2[C@@H](C2)CN2CCN(CC2)C (1R,2R)-N-(3-(2,6-dimethoxyphenyl)-1H-pyrrolo[2,3-b]pyridin-6-yl)-2-((4-methylpiperazin-1-yl)methyl)cyclopropane-1-carboxamide